CC1=NC(=CC(=N1)NC1=NC=C(C(=O)NOCC)C(=C1)NC1=C(C=C(C=C1)C)N(S(=O)(=O)C)C)C 6-((2,6-Dimethylpyrimidin-4-yl)amino)-N-ethoxy-4-((4-methyl-2-(N-methylmethanesulfonamido)phenyl)amino)nicotinamide